N-Ethyl-5-fluoro-2-((5-(2-((R)-6-(((S)-2-hydroxy-3-methoxypropyl)(methyl)amino)-2-methylhexan-3-yl)-2,6-diazaspiro[3.4]oct-6-yl)-1,2,4-triazin-6-yl)oxy)-N-isopropylbenzamide formate C(=O)O.C(C)N(C(C1=C(C=CC(=C1)F)OC1=C(N=CN=N1)N1CC2(CN(C2)[C@@H](C(C)C)CCCN(C)C[C@@H](COC)O)CC1)=O)C(C)C